CN(C)C[C@H]1[C@@H](C1)C(=O)NC=1C=C2C(=CN1)N(C(=C2)C=2C(=NC=C(C2OC)F)OC)C (1R,2R)-2-[(dimethylamino)methyl]-N-[2-(5-fluoro-2,4-dimethoxypyridin-3-yl)-1-methylpyrrolo[2,3-c]pyridin-5-yl]cyclopropane-1-carboxamide